C1=C(C=CC2=CC=CC=C12)C1=C(C(=CC=C1)C1=CC2=CC=CC=C2C=C1)O 2,6-di-beta-naphthylphenol